2-(10-bromoanthracene-9-yl)dibenzo[b,d]furan BrC1=C2C=CC=CC2=C(C2=CC=CC=C12)C1=CC2=C(OC3=C2C=CC=C3)C=C1